C1N(CCC2=CC=CC=C12)CC=1OC=C(C(C1)=O)OCC1=C(C=CC(=C1)C)C 2-[(3,4-dihydro-2(1H)-isoquinolinyl)methyl]-5-[(2,5-dimethylphenyl)methoxy]-4H-pyran-4-one